(2S)-N-(benzofuran-6-ylmethyl)-N-(cyclohex-3-en-1-yl)-1-tosylpyrrolidine-2-carboxamide O1C=CC2=C1C=C(C=C2)CN(C(=O)[C@H]2N(CCC2)S(=O)(=O)C2=CC=C(C)C=C2)C2CC=CCC2